(isobutylcyclopentadienyl)tris(ethylmethylamino)zirconium C(C(C)C)C1(C=CC=C1)[Zr](N(CC)C)(N(CC)C)N(C)CC